α,α-difluoroallylsilicon FC(C=C)(F)[Si]